[Ca].[Li] lithium, calcium salt